fluoroguanosine 3'-phosphate P(=O)(O)(O)O[C@H]1[C@H]([C@@](O[C@@H]1CO)(N1C=NC=2C(=O)NC(N)=NC12)F)O